CN1C(NC(=C1C)C(=O)O)=O 1,5-dimethyl-2-oxo-2,3-dihydro-1H-imidazole-4-carboxylic acid